4-methyl-7-(piperidin-3-yl)-1H-indole-3-carbonitrile CC1=C2C(=CNC2=C(C=C1)C1CNCCC1)C#N